2-OXO-5-(PROPAN-2-YL)CYCLOHEXANE-1-CARBALDEHYDE O=C1C(CC(CC1)C(C)C)C=O